C(C)(=O)N1CC2(CN(C2)CC=2C=CC(=NC2OC)C=2C(=C(C=CC2)C2=C(C(=NC=C2)C2=CC(=C(CN3CC4(C3)CNC(C4)=O)C=C2)OC(F)F)Cl)Cl)C1 2-(4-(4-(3-(5-((6-Acetyl-2,6-diazaspiro[3.3]heptan-2-yl)methyl)-6-methoxypyridin-2-yl)-2-chlorophenyl)-3-chloropyridin-2-yl)-2-(difluoromethoxy)benzyl)-2,6-diazaspiro[3.4]octan-7-one